(S)-2-((1-(2-(bis(4-fluorophenyl)methylene)hydrazineyl)-1-oxopropan-2-yl)carbamoyl)-4-methoxypyridin-3-yl isobutyrate C(C(C)C)(=O)OC=1C(=NC=CC1OC)C(N[C@H](C(=O)NN=C(C1=CC=C(C=C1)F)C1=CC=C(C=C1)F)C)=O